(S)-N-(pyrazinylformyl)-3-(2,3-dihydro-1,4-benzodioxol-6-yl)alanine methyl ester COC([C@@H](NC(=O)C1=NC=CN=C1)CC1=COC2C(OCC2)=C1)=O